C(=O)(O)C=1C=CC2=C(N=CS2)C1 5-carboxybenzothiazol